13H-Indeno[1,2-l]phenanthren-13-one C1=CC=CC=2C3=CC=CC=C3C3=C(C12)C(C=1C=CC=CC13)=O